(3,3-difluorocyclobutyl)(2-(2-methyl-2H-pyrazolo[3,4-b]pyridin-5-yl)-6-quinolinyl)methanol FC1(CC(C1)C(O)C=1C=C2C=CC(=NC2=CC1)C1=CC=2C(N=C1)=NN(C2)C)F